ClC1=NC(=NC2=CC=C(C=C12)[N+](=O)[O-])C1=CC2=CC=CC=C2C=C1 4-chloro-2-(naphthalen-2-yl)-6-nitroquinazoline